C(C)OC(=O)CCCN[C@@H](CN1C(N(C(=C(C1=O)C1=C(C(=CC=C1)OC)F)C)CC1=C(C=CC=C1C(F)(F)F)F)=O)C1=CC=CC=C1 3-[2(R)-{ethoxycarbonylpropyl-amino}-2-phenylethyl]-5-(2-fluoro-3-methoxyphenyl)-1-[2-fluoro-6-(trifluoromethyl)benzyl]-6-methyl-pyrimidine-2,4(1H,3H)-dione